FC1=C(C=C(C=C1)F)[C@H]1NCCC1 (S)-2-(2,5-difluorophenyl)pyrrolidine